N,N'-dibutyl-tetramethylenediamine C(CCC)NCCCCNCCCC